2-(3-(2-((3-bromophenyl)amino)-2-oxoacetamido)phenyl)-6-hydroxy-3-iodo-1-methyl-1H-indole-5-carboxylic acid BrC=1C=C(C=CC1)NC(C(=O)NC=1C=C(C=CC1)C=1N(C2=CC(=C(C=C2C1I)C(=O)O)O)C)=O